FC(C=1N=CSC1CO)(F)F [4-(trifluoromethyl)thiazol-5-yl]methanol